7-nitro-1,2,3,4-tetrahydronaphthalen-1-amine [N+](=O)([O-])C1=CC=C2CCCC(C2=C1)N